C1(CC1)C=1C=C(C(=NC1)C1=NC2=C(N1C)C=C1C(=C2)OC(O1)(F)F)S(=O)(=O)CC 6-(5-cyclopropyl-3-ethylsulfonyl-2-pyridyl)-2,2-difluoro-7-methyl-[1,3]dioxolo[4,5-f]benzimidazole